3-(1-phenyl-piperidin-4-yloxy)-piperidine-2,6-dione C1(=CC=CC=C1)N1CCC(CC1)OC1C(NC(CC1)=O)=O